methyl 4-(6-azaspiro[2.5]octan-6-yl)-[1,2,4]triazolo[1,5-a]quinoxaline-7-carboxylate C1CC12CCN(CC2)C=2C=1N(C3=CC=C(C=C3N2)C(=O)OC)N=CN1